C(C=C)C=1C=C(C=CC1O)C1=C(C(=CC(=C1)CC=C)NC(C)=O)O 3',5-diallyl-3-acetamido-2,4'-dihydroxy-1,1'-biphenyl